6-bromo-4-methoxy-2-methyl-8H-pyrido[2,3-d]Pyrimidin-7-one BrC1=CC2=C(N=C(N=C2OC)C)NC1=O